C1(CC1)CCC=1C=C(CC2N(CC3(CC3)C2NS(=O)(=O)C)C(C(C)C)=O)C=CC1 N-(6-(3-(2-cyclopropylethyl)benzyl)-5-isobutyryl-5-azaspiro[2.4]heptan-7-yl)methanesulfonamide